CC=1N=C2C(NC(NN2C1)=O)=O 6-methylimidazo[2,1-f][1,2,4]triazine-2,4(1H,3H)-dione